OC\C=C/CN1N=C(C=C1)C(=O)N (Z)-1-(4-hydroxybut-2-enyl)-1H-pyrazole-3-Carboxamide